N1(CCCCC1)C1CCN(CC1)C([C@@H](CC1=CC2=C(NC(O2)=O)C=C1Br)NC(=O)N1CCC(CC1)N1C(NC2=CC=CC=C2C1)=O)=O (R)-4-(2-Oxo-1,4-dihydro-2H-quinazolin-3-yl)-piperidine-1-carboxylic acid [2-[1,4']bipiperidinyl-1'-yl-1-(5-bromo-2-oxo-2,3-dihydro-benzooxazol-6-ylmethyl)-2-oxo-ethyl]-amide